C(C)(C)(C)OC(=O)N[C@H](C(=O)N1[C@@H](C[C@H](C1)O)C(=O)OC)C(C)(C)C (2S,4R)-methyl 1-((S)-2-((tert-butoxycarbonyl) amino)-3,3-dimethylbutyryl)-4-hydroxypyrrolidine-2-carboxylate